CNCCN1C[C@H]2N(C=3C(=NN=C(C3)C3=C(C=CC=C3)O)NC2)CC1 (S)-2-(8-(2-(Methylamino)ethyl)-6,6a,7,8,9,10-hexahydro-5H-pyrazino[1',2':4,5]pyrazino[2,3-c]pyridazin-2-yl)phenol